N1CCC2C1=CCC2 hexahydrocyclopentapyrrol